N1C=NC2=C1C=CC(=C2)N2C([C@@H]([C@@H]2C2=C(C=C(C=C2F)C=2C(=NOC2C)C)F)C2CC2)=O (3R,4R)-1-(1H-benzo[d]imidazol-5-yl)-3-cyclopropyl-4-(4-(3,5-dimethylisoxazol-4-yl)-2,6-difluorophenyl)azetidin-2-one